CC1=C(C(CC=C1)(C)C)C(C=CC)=O 1-(2,6,6-trimethyl-cyclohexa-1,3-dien-1-yl)but-2-en-1-one